5-(dimethylamino)-6-ethyl-3-((3-methoxy-5-(2-(2-(N-methyl-4-(methylamino)but-2-enamido)propanamido)ethyl)phenyl)amino)pyrazine-2-carboxamide CN(C=1N=C(C(=NC1CC)C(=O)N)NC1=CC(=CC(=C1)CCNC(C(C)N(C(C=CCNC)=O)C)=O)OC)C